4-BROMO-5-MORPHOLIN-4-YL-2-FURALDEHYDE BrC=1C=C(OC1N1CCOCC1)C=O